C(C)C1=C(N=C(C=N1)NC1=CC(=CC=C1)CCNC(CNC)=O)OC(C)C 6-ethyl-5-isopropoxy-3-((3-(2-(2-(methylamino)acetamido)ethyl)phenyl)amino)pyrazine